ClC1=C(C[C@@H](N)C(=O)O)C=CC=C1 2-chloro-D-Phenylalanine